C(C1=CC=CC=C1)N1CCC(=C(C1)C=1OC(=CN1)C1=CC=C(C=C1)OC)CC 2-(1-benzyl-4-ethyl-3,6-dihydro-2H-pyridin-5-yl)-5-(4-methoxyphenyl)oxazole